ETHYL 2-METHYL-1,3-DIOXOLANE-2-ACETATE CC1(OCCO1)CC(=O)OCC